trimethylolpropane tri(3-mercapto acrylate) SC=CC(=O)O.SC=CC(=O)O.SC=CC(=O)O.C(O)C(CC)(CO)CO